COC(COC1=CC=C(C=C1)O)(C)C 4-(2-methoxy-2-methylpropoxy)phenol